1-(3-fluorobicyclo[1.1.1]pentan-1-yl)-N-((6-((4-(6-nitro-1H-indazol-4-yl)-1H-1,2,3-triazol-1-yl)methyl)-1H-indole-2-yl)methyl)methanamine FC12CC(C1)(C2)CNCC=2NC1=CC(=CC=C1C2)CN2N=NC(=C2)C2=C1C=NNC1=CC(=C2)[N+](=O)[O-]